CC=1OC(=CN1)CN1NC(=CC=C1)C=1C=NC(=NC1)OCC(F)(F)F 2-((2-methyloxazol-5-yl)methyl)-6-(2-(2,2,2-trifluoroethoxy)pyrimidin-5-yl)pyridazin